C(C(O)CO)OCCCCCCCCCCCC monolauryl glyceryl ether